OCC1=C(C=CC(=C1)OC1=C(C=CC=C1)C(C)C)C1CN(CC1)C(=O)C1=NC=C(C=C1)C(F)(F)F (3-(2-(hydroxymethyl)-4-(2-isopropylphenoxy)phenyl)pyrrolidin-1-yl)(5-(trifluoromethyl)pyridin-2-yl)methanone